4-(5-amino-1,3,4-thiadiazol-2-yl)-5-bromo-1-(3-fluoro-4-methylbenzyl)-1,3-dihydro-2H-benzo[b]azepin-2-one NC1=NN=C(S1)C1=C(C2=C(N(C(C1)=O)CC1=CC(=C(C=C1)C)F)C=CC=C2)Br